α-Caprolacton C1(C(CCCC)O1)=O